N1(CCCC1)CCNC(=O)OC(CCC(=O)OCC1=CC=CC=C1)CCCC benzyl 4-(2-pyrrolidin-1-ylethylcarbamoyloxy)octanoate